C(C)(C)(C)OC(=O)N1CC2(C1)C(CC(C2)C)=O 7-methyl-5-oxo-2-azaspiro[3.4]octane-2-carboxylic acid tert-butyl ester